2'-(1H-1,3-benzodiazol-2-yl)-5'-chloro-4-{[(1R)-1-(naphthalen-1-yl)ethyl]carbamoyl}-[1,1'-biphenyl]-2-carboxylic acid N1C(=NC2=C1C=CC=C2)C2=C(C=C(C=C2)Cl)C=2C(=CC(=CC2)C(N[C@H](C)C2=CC=CC1=CC=CC=C21)=O)C(=O)O